((4-(5-fluoro-4-hydroxypyrimidin-2-yl)cyclohex-3-en-1-yl)methyl)-3-(2-methoxyethyl)-3H-imidazo[4,5-b]pyridine-5-carboxylic acid methyl ester COC(=O)C1=CC=C2C(=N1)N(C(=N2)CC2CC=C(CC2)C2=NC=C(C(=N2)O)F)CCOC